6-(4-amino-1-tert-butyl-pyrazolo[3,4-d]pyrimidin-3-yl)-N-(1-ethylpyrazol-3-yl)-1H-indole-2-carboxamide NC1=C2C(=NC=N1)N(N=C2C2=CC=C1C=C(NC1=C2)C(=O)NC2=NN(C=C2)CC)C(C)(C)C